tert-butyl (R)-1-(4-acetyl-3,3-dimethylpiperazin-1-yl)-3,4-dichloro-12-oxo-6a,7,9,10-tetrahydro-12H-pyrazino[2,1-c]pyrido[3,4-f][1,4]oxazepine-8(6H)-carboxylate C(C)(=O)N1C(CN(CC1)C1=NC(=C(C2=C1C(N1[C@@H](CO2)CN(CC1)C(=O)OC(C)(C)C)=O)Cl)Cl)(C)C